[C@@H]1(CC(C(CC1)C(C)C)OC(COC)=O)C Methoxyacetic acid (1R,2S,5R)-3-menthyl ester